tert-butyl-4-(4,5-dioxaborolan-2-yl)-1H-pyrazole C(C)(C)(C)N1N=CC(=C1)C1BOOC1